C(C)(C)NC(=O)C1[C@H]2CN(C[C@@H]12)C(=O)OC(C)(C)C tert-butyl (1R,5S,6r)-6-(isopropylcarbamoyl)-3-azabicyclo[3.1.0]hexane-3-carboxylate